1-[4-(3,5-Difluoro-4-methoxyphenyl)piperidin-1-yl]-2-{3-[(2R,6S)-2,6-dimethylmorpholin-4-carbonyl]-5,6-dihydrocyclopenta[c]pyrazol-1(4H)-yl}ethan-1-on FC=1C=C(C=C(C1OC)F)C1CCN(CC1)C(CN1N=C(C2=C1CCC2)C(=O)N2C[C@H](O[C@H](C2)C)C)=O